Methylamino-2-methylpropan CNCC(C)C